perfluoroperhydrobenzyl-tetrahydronaphthalene FC1(C(C(C(C2=C(C(=C(C(=C12)F)F)F)F)(F)F)(F)F)(F)F)C(C1(C(C(C(C(C1(F)F)(F)F)(F)F)(F)F)(F)F)F)(F)F